4-[[tert-butyl-(dimethyl)silyl]oxymethyl]-3-methyl-pyrrolidin-2-one C(C)(C)(C)[Si](OCC1C(C(NC1)=O)C)(C)C